FC1(CCC2=C1N=C(N=C2C=2CCN(CC2)C(=O)OC(C)(C)C)S(=O)(=O)C)F tert-butyl 4-(7,7-difluoro-2-(methylsulfonyl)-6,7-dihydro-5H-cyclopenta[d]pyrimidin-4-yl)-3,6-dihydropyridin-1(2H)-carboxylate